ethyl 2,5-bis(3-aminoprop-1-yn-1-yl)oxazole-4-carboxylate NCC#CC=1OC(=C(N1)C(=O)OCC)C#CCN